BrC1=C(C=CC2=CC=CC=C12)C(=O)NC1=C(C=CC=C1)C(C)(C)C 1-bromo-N-(2-tert-butylphenyl)-2-naphthalenecarboxamide